5-({4-[2-({[2-(trimethylsilyl)ethoxy]methyl}amino)-1,3-thiazol-5-yl]pyrimidin-2-yl}oxy)piperidin-2-one C[Si](CCOCNC=1SC(=CN1)C1=NC(=NC=C1)OC1CCC(NC1)=O)(C)C